(R)-7-cyclopropyl-4-(2-methoxy-4-methylphenyl)-N-(piperidine-3-yl)phthalazin-1-amine C1(CC1)C1=CC=C2C(=NN=C(C2=C1)N[C@H]1CNCCC1)C1=C(C=C(C=C1)C)OC